C1(=CC=CC=C1)COC1=NC=CC(=C1)[C@@H](CI)C1CC1 (S)-2-(phenylmethyloxy)-4-(1-cyclopropyl-2-iodoethyl)pyridine